3-(p-tert-butylphenyl)propanal C(C)(C)(C)C1=CC=C(C=C1)CCC=O